CC=1SC=C(N1)N1C(C2=C(C=C1)C(=CN2)C2=NC(=NC=C2C(F)(F)F)N[C@@H]2CNCCC2)=O 6-(2-methyl-1,3-thiazol-4-yl)-3-(2-{[(3S)-piperidin-3-yl]amino}-5-(trifluoromethyl)pyrimidin-4-yl)-1H,6H,7H-pyrrolo[2,3-c]pyridin-7-one